ClC1=CC(=C(C=C1)C(CC1=C(C=CC=C1Br)Br)(C)O)F 2-(4-chloro-2-Fluorophenyl)-1-(2,6-dibromophenyl)propan-2-ol